isoamyl (RS)-mandelate C([C@H](O)C1=CC=CC=C1)(=O)OCCC(C)C |r|